5-amino-2-(2'-chloro-4'-aminophenyl)-benzoxazole NC=1C=CC2=C(N=C(O2)C2=C(C=C(C=C2)N)Cl)C1